C(C1=CC=CC=C1)OC1=C(C=CC=C1)C(CBr)=O 1-(2-Benzyloxyphenyl)-2-bromoethanone